NC1=NC=2C=CC=CC2C2=C1N=C(N2C[C@@H](C)O[P@@](=O)(OC2=CC=CC=C2)N[C@@H](C)C(=O)OCC2=CC=CC=C2)COCC benzyl ((R)-(((R)-1-(4-amino-2-(ethoxymethyl)-1H-imidazo[4,5-c]quinolin-1-yl) propan-2-yl) oxy) (phenoxy) phosphoryl)-L-alaninate